OC1C(C(C(C(C1=O)=O)O)=O)=O 3,6-dihydroxycyclohexane-1,2,4,5-tetraone